1-(1-((3S,4R)-3-fluoro-tetrahydropyran-4-yl)-1H-triazol-4-yl)-methane F[C@@H]1COCC[C@H]1N1N=NC(=C1)C